4-(2-{[(2R,7aS)-2-fluoro-hexahydro-1H-pyrrolizin-7a-yl]methoxy}-8-fluoro-4-[8-(2-hydroxyethyl)-3,8-diazabicyclo[3.2.1]oct-3-yl]quinazolin-7-yl)-5-ethynyl-6-fluoronaphthalen-2-ol F[C@@H]1C[C@@]2(CCCN2C1)COC1=NC2=C(C(=CC=C2C(=N1)N1CC2CCC(C1)N2CCO)C2=CC(=CC1=CC=C(C(=C21)C#C)F)O)F